(S)-3-hydroxy-1-methyl-3-(5-(3-(4,4,5,5-tetramethyl-1,3,2-dioxaborolan-2-yl)phenyl)isoxazol-3-yl)pyrrolidin-2-one O[C@]1(C(N(CC1)C)=O)C1=NOC(=C1)C1=CC(=CC=C1)B1OC(C(O1)(C)C)(C)C